2-Ethylsulfanyl-N-[[4-(methoxymethyl)-phenyl]methyl]-4-methyl-6-morpholin-4-yl-pyridine-3-carboxylic acid amide C(C)SC1=NC(=CC(=C1C(=O)NCC1=CC=C(C=C1)COC)C)N1CCOCC1